C[Si](CCOC(CCCCCNCC1=CC(=CC(=C1)N(C)CCC#C)N(C)CCC#C)=O)(C)C 2-(trimethylsilyl)ethyl-6-(3,5-di(but-3-ynylmethylamino)benzylamino)hexanoate